8-bromo-5-[(4-fluorophenyl)methyl]-7-methyl-3,4-dihydro-2H-1,5-benzoxazepin-3-ol BrC1=CC2=C(N(CC(CO2)O)CC2=CC=C(C=C2)F)C=C1C